28-methylnonacosyl eicos-11-enoate C(CCCCCCCCCC=CCCCCCCCC)(=O)OCCCCCCCCCCCCCCCCCCCCCCCCCCCC(C)C